Lithium tetrakis(trifluoroacetoxy)borat FC(C(=O)O[B-](OC(C(F)(F)F)=O)(OC(C(F)(F)F)=O)OC(C(F)(F)F)=O)(F)F.[Li+]